(S)-5-(2-bromoethyl)-3,3-diethyl-pyrrolidin-2-one BrCC[C@@H]1CC(C(N1)=O)(CC)CC